FC=1C=C(C=C(C1)C(F)(F)F)C(C1=NC=CC(=C1)N1N=C(C=C1)C)O 1-(2-((3-fluoro-5-(trifluoromethyl)phenyl)(hydroxy)methyl)pyridin-4-yl)-3-methyl-1H-pyrazole